BrCCC(C)(O)C 4-bromo-2-methyl-butane-2-ol